O=C1NC(CCC1N1CCC2=C(C=CC=C12)N1CC2(C1)CN(C2)CCCCCCCC(=O)OC(C)(C)C)=O tert-butyl 8-[2-[1-(2,6-dioxo-3-piperidyl)indolin-4-yl]-2,6-diazaspiro[3.3]heptan-6-yl]octanoate